methyl-3-aminopropyl-(trimethylsilyl)trisiloxane C[Si](O[SiH2]O[SiH3])([Si](C)(C)C)CCCN